BrC1=CC(=C(O[C@H](C(=O)O)CF)C=C1F)C(C)(F)F (2R)-2-[4-bromo-2-(1,1-difluoroethyl)-5-fluorophenoxy]-3-fluoropropionic acid